6-[rac-(2R,5S)-5-methyl-2-piperidyl]-1-(2-trimethylsilylethoxymethyl)-3,4-dihydroquinolin-2-one C[C@H]1CC[C@@H](NC1)C=1C=C2CCC(N(C2=CC1)COCC[Si](C)(C)C)=O |r|